ClC=1C=C(C=CC1)C1(C(C1)C(=O)NC1=NC=NC(=C1)NCC=1N=C2N(C=C(C=C2N2C(N(C(C2)=O)C)=O)C2CC2)C1)F rac-2-(3-chlorophenyl)-N-(6-(((6-cyclopropyl-8-(3-methyl-2,4-dioxoimidazolidin-1-yl)imidazo[1,2-a]pyridin-2-yl)methyl)amino)pyrimidin-4-yl)-2-fluorocyclopropane-1-carboxamide